FC(C(OC(C(I)(F)F)(F)F)(F)F)(S(=O)(=O)F)F tetrafluoro-2-(tetrafluoro-2-iodoethoxy)ethanesulfonylfluoride